N-methyl-N-((1s,3s)-3-methyl-3-((7-(1-methyl-1H-pyrazol-4-yl)imidazo[1,2-c]pyrimidin-5-yl)oxy)cyclobutyl)acrylamide CN(C(C=C)=O)C1CC(C1)(OC1=NC(=CC=2N1C=CN2)C=2C=NN(C2)C)C